potassium diethylenetriamine pentamethylene phosphonate P1(OCCCCCO1)=O.NCCNCCN.[K]